N-(4-(5-(benzo[d][1,3]dioxol-5-yl)quinolin-8-yloxy)butyl)cyclohexanamine O1COC2=C1C=CC(=C2)C2=C1C=CC=NC1=C(C=C2)OCCCCNC2CCCCC2